1-{2-[1-(3,4-dichlorophenyl)-5-methyl-1H-pyrazol-3-yloxy]ethyl}-1H-imidazole ClC=1C=C(C=CC1Cl)N1N=C(C=C1C)OCCN1C=NC=C1